(E)-1-nitro-4-styrylbenzene [N+](=O)([O-])C1=CC=C(C=C1)\C=C\C1=CC=CC=C1